C1N(CC2C1CCC2)C2=C(C=CC(=C2)C(F)(F)F)NC(C(C)C)=O N-(2-(hexahydrocyclopenta[c]pyrrol-2(1H)-yl)-4-(trifluoromethyl)phenyl)-2-methylpropanamide